ClC=1C=CC2=C(C(CN(S2(=O)=O)[C@@H]([C@H](C)C2=C(C(=CC=C2F)C)C)C2=NNC(O2)=O)(C)O)C1 5-((1S,2R)-1-(6-chloro-4-hydroxy-4-methyl-1,1-dioxo-3,4-dihydro-2H-benzo[e][1,2]thiazin-2-yl)-2-(6-fluoro-2,3-dimethylphenyl)propyl)-1,3,4-oxadiazol-2(3H)-one